S1C=C(C=C1)B(O)O 3-thienyl-boronic acid